(aminomethyl)bicyclo[2.1.1]hexan-1-ol NCC1C2(CC(C1)C2)O